CN[C@@H](CC1=CC=CC=C1)C(=O)O (2S,3S)-methyl-phenylalanine